ClC=1N=C2N(C(C1)=O)C=C(C=C2)OC 2-chloro-7-methoxy-pyrido[1,2-a]pyrimidin-4-one